ClC1=CC2=C(C3=C(CN=C2C2=C(C=CC=C2OC)F)C=NC=N3)C=C1 9-chloro-7-(2-fluoro-6-methoxyphenyl)-5H-pyrimido[5,4-d][2]benzazepin